(S)-6-(tert-butyl)-2-chloro-3-(cyclopropylmethoxy)-10-oxo-5,10-dihydro-6H-pyrido[1,2-H][1,7]Naphthyridine-9-carboxylic acid ethyl ester C(C)OC(=O)C=1C(C=C2N([C@@H](CC=3C=C(C(=NC23)Cl)OCC2CC2)C(C)(C)C)C1)=O